CN(CCOC1=CC=C(C=C1)NC1=NC=C(C(=N1)N1OCCC1C1=CC=CC=C1)C(F)(F)F)C N-(4-(2-(dimethylamino)ethoxy)phenyl)-4-(3-phenylisooxazolidin-2-yl)-5-(trifluoromethyl)pyrimidine-2-amine